ClC1=CN=CC(=N1)OC1C(CN(CC1C)C(=O)OC(C)(C)C)C tert-butyl 4-((6-chloropyrazin-2-yl)oxy)-3,5-dimethylpiperidine-1-carboxylate